1-(6-amino-3,4-dihydroisoquinolin-2(1H)-yl)-2,2,2-trifluoroethan-1-one NC=1C=C2CCN(CC2=CC1)C(C(F)(F)F)=O